O=C(CC(CC1=C(C=C(C(=C1)F)F)F)=O)N1CC=2N(CC1)C(=NN2)C(F)(F)F 4-Oxo-4-[3-(trifluoromethyl)-5,6-dihydro-[1,2,4]triazolo[4,3-a]pyrazine-7(8H)-yl]-1-(2,4,5-trifluorophenyl)butan-2-one